FC=1C=C2C=CC(=NC2=CC1)C 6-fluoro-2-methylquinoline